4-fluoro-4-methyl-piperidine hydrochloride Cl.FC1(CCNCC1)C